C(#N)C1(CC1)NS(=O)(=O)C=1C=C(C=2N(C1)C(=NC2)C=2SC(=NN2)C(OC)OC)N2CCN(CC2)C(C(C)C)=O N-(1-cyanocyclopropyl)-3-(5-(dimethoxymethyl)-1,3,4-thiadiazol-2-yl)-8-(4-isobutyrylpiperazin-1-yl)imidazo[1,5-a]pyridine-6-sulfonamide